14-bromo-4,6,8,10,12-pentamethylpentadecyl hexoxymethyl ether C(CCCCC)OCOCCCC(CC(CC(CC(CC(CC(C)Br)C)C)C)C)C